5-bromo-4-chloro-3,3-dideutero-7-iodo-2H-benzofuran BrC=1C=C(C2=C(C(CO2)([2H])[2H])C1Cl)I